1-[3-(4-Bromo-2-methyl-2H-pyrazol-3-yl)-4-(3-dimethylamino-propoxy)-phenyl]-3-(4-fluoro-3-hydroxyphenyl)-urea BrC1=C(N(N=C1)C)C=1C=C(C=CC1OCCCN(C)C)NC(=O)NC1=CC(=C(C=C1)F)O